N(=NC1(CCCCC1)C#N)C1(CCCCC1)C#N azobis-(1-cyclohexanecarbonitrile)